C(C)(C)(C)OC(=O)N1CC2(C1)C=C(CC2)C2=CC(=C(C=C2)C)OC(F)(F)F (rac)-6-(4-methyl-3-(trifluoromethoxy)phenyl)-2-azaspiro[3.4]Oct-5-en-2-Carboxylic acid tert-butyl ester